4-(oxazol-4-ylmethyl)phenyl trifluoromethanesulfonate FC(S(=O)(=O)OC1=CC=C(C=C1)CC=1N=COC1)(F)F